ClC=1N=C(C2=C(N1)C=C1N2C=CN=C1Cl)Cl 2,4,9-trichloropyrazino[1',2':1,5]pyrrolo[3,2-d]pyrimidine